ClC=1C=C(C=CC1)C=1C=CC2=C(C1)C1(CCCCC1)S(N2)(=O)=O 5-(3-chlorophenyl)-1H-spiro[2,1-benzothiazole-3,1'-cyclohexane]-2,2-dioxide